2,2-dimethylhexylacetate CC(COC(C)=O)(CCCC)C